glycyl-β-alanyl-L-histidine NCC(=O)NCCC(=O)N[C@@H](CC1=CNC=N1)C(=O)O